ClC1=CC(=NC=N1)OC(C)C12CC(C1)(C2)C(=O)N2C(CC(C2)F)C2=CC(=CC=C2)F (3-(1-((6-Chloropyrimidin-4-yl)oxy)ethyl)bicyclo[1.1.1]pentan-1-yl)(4-fluoro-2-(3-fluorophenyl)pyrrolidin-1-yl)methanone